4-(5-hexyloxy-benzoimidazol-1-yl)-aniline C(CCCCC)OC1=CC2=C(N(C=N2)C2=CC=C(N)C=C2)C=C1